C(C)[C@H]1[C@H](NC([C@H]1F)=O)COC=1C=CC(=C2C=C(C=3N(C12)C=CN3)C(=O)N)F 9-(((2s,3s,4s)-3-ethyl-4-fluoro-5-oxopyrrolidin-2-yl)methoxy)-6-fluoroimidazo[1,2-a]quinoline-4-carboxamide